1-(3-((4-((2'-chloro-3'-fluoro-4-methoxy-[1,1'-biphenyl]-3-yl)amino)-7-methoxy-quinazolin-6-yl)oxy)azetidin-1-yl)prop-2-en-1-one ClC1=C(C=CC=C1F)C1=CC(=C(C=C1)OC)NC1=NC=NC2=CC(=C(C=C12)OC1CN(C1)C(C=C)=O)OC